C(#N)C(C[Si](OC)(OC)C)CC 2-cyano-butylmethyldimethoxysilane